BrC=1C=CC(=NC1C)C#N 5-bromo-6-methyl-picolinonitrile